CC1N(CC(N(C1)C(=O)OC(C)(C)C)C=1SC=CC1)C(=O)OC(C)(C)C ditert-butyl 2-methyl-5-(2-thienyl)piperazine-1,4-dicarboxylate